3-chloro-L-phenylalanine ClC=1C=C(C[C@H](N)C(=O)O)C=CC1